C(C)[C@@H](C(=O)OC(C)C1=CC=C(C=C1)I)N1C(C=CC(=C1)N(C(=O)C1CN(CCC1)C1=CN=CC2=CC=CC=C12)CCCCCCCCOCC1=CC=CC=C1)=O 1-(4-iodophenyl)ethan-1-ol Ethyl-(S)-2-(5-(N-(8-(benzyloxy)octyl)-1-(isoquinolin-4-yl)piperidine-3-carboxamido)-2-oxopyridin-1(2H)-yl)acetate